1,2,3-propanetricarboxylic acid tris(4-isopropylcyclohexylamide) C(C)(C)C1CCC(CC1)NC(=O)CC(CC(=O)NC1CCC(CC1)C(C)C)C(=O)NC1CCC(CC1)C(C)C